vinyl-5-methoxypyrimidin-4-amine C(=C)C1=NC=C(C(=N1)N)OC